C(C)OC(=O)CNCCC[Si](OC)(OC)OC N-(ethoxycarbonyl)methyl-3-aminopropyltrimethoxysilane